1-ethyl-3-allylimidazole chloride [Cl-].C(C)N1CN(C=C1)CC=C